benzyl N-{1-[4-(1,3-dioxolan-2-yl)-3-[(4-methoxyphenyl)methoxy] phenyl]cyclopropyl}carbamate O1C(OCC1)C1=C(C=C(C=C1)C1(CC1)NC(OCC1=CC=CC=C1)=O)OCC1=CC=C(C=C1)OC